4-hydroxy-3-methylpiperidine-4-carboxylic acid methyl ester COC(=O)C1(C(CNCC1)C)O